CC1=C(C=CC=C1)CC(=O)O (E)-2-methylphenylacetic acid